C(C)(=O)O[C@H](C)C1=NC=CC(=C1)NC(=O)[C@@H]1O[C@]([C@H]([C@H]1C1=C(C(=C(C=C1)F)F)OC)C)(C(F)(F)F)C |o1:4| rel-1-(4-((2R,3S,4S,5R)-3-(3,4-difluoro-2-methoxyphenyl)-4,5-dimethyl-5-(trifluoromethyl)tetrahydrofuran-2-carboxamido)pyridin-2-yl)ethyl acetate